1-fluoro-3-(4-methoxybenzyl)-3-azabicyclo[3.1.1]heptane-2,4-dione FC12C(N(C(C(C1)C2)=O)CC2=CC=C(C=C2)OC)=O